4-Hydroxy-α-ketobutyric acid OCCC(C(=O)O)=O